(S)-2-(2,5-difluoro-4-(6-((5-(trifluoromethyl)-1,3,4-thiadiazol-2-yl)methoxy)pyridin-2-yl)benzyl)-1-(4,4-dimethyltetrahydrofuran-3-yl)-1H-benzo[d]imidazole-6-carboxylic acid FC1=C(CC2=NC3=C(N2[C@@H]2COCC2(C)C)C=C(C=C3)C(=O)O)C=C(C(=C1)C1=NC(=CC=C1)OCC=1SC(=NN1)C(F)(F)F)F